methyl 8-(2-tert-butylpyrimidin-5-yl)-7-cyano-6-oxo-2H,3H,4H,6H-pyrimido[2,1-b][1,3]thiazine-3-carboxylate C(C)(C)(C)C1=NC=C(C=N1)C=1N=C2SCC(CN2C(C1C#N)=O)C(=O)OC